isopropyltryptamine C(C)(C)NCCC1=CNC2=CC=CC=C12